4-[(3aR,4R,6R,6aS)-6-{2,4-Dichloropyrrolo[2,3-d]pyrimidin-7-yl}-2,2-dimethyl-tetrahydro-3aH-cyclopenta[d][1,3]dioxol-4-yl]-1-(oxan-2-yl)pyrazole ClC=1N=C(C2=C(N1)N(C=C2)[C@@H]2C[C@@H]([C@@H]1[C@H]2OC(O1)(C)C)C=1C=NN(C1)C1OCCCC1)Cl